S1C=CC=C2C1=CC(=CN=C2)C(=O)O 6,2-benzothiazepine-8-carboxylic acid